O=C1NCCC12CN(CC2)C(=O)OC(C)(C)C tert-butyl 1-oxo-2,7-diazaspiro[4.4]nonane-7-carboxylate